2-(cyclopropylmethyl)-6-(4,4,5,5-tetramethyl-1,3,2-dioxaborolan-2-yl)isoindolin-1-one C1(CC1)CN1C(C2=CC(=CC=C2C1)B1OC(C(O1)(C)C)(C)C)=O